(R)-3-((R)-1-((2,5-bis(trifluoromethyl)pyrazolo[1,5-a]pyrimidin-7-yl)amino)-2-(4-fluorophenyl)propan-2-yl)-N-(2-hydroxyethyl)pyrrolidine-1-carboxamide FC(C1=NN2C(N=C(C=C2NC[C@@](C)(C2=CC=C(C=C2)F)[C@@H]2CN(CC2)C(=O)NCCO)C(F)(F)F)=C1)(F)F